ClC=1C=C(C=CC1C(NCC1=NNC=C1)=O)NC(=O)C=1N(C=CN1)C N-[3-chloro-4-(1H-pyrazol-3-ylmethylcarbamoyl)phenyl]-1-methyl-imidazole-2-carboxamide